(R)-1-(3-(hydroxymethyl)phenyl)piperidine-2-carboxylic acid OCC=1C=C(C=CC1)N1[C@H](CCCC1)C(=O)O